CC1=C2C(=NC(=NC2=CC=C1)N1CCS(C2=C(C1)C=CC=C2)=O)N methyl-2-(1-oxido-2,3-dihydro-1,4-benzothiazepin-4(5H)-yl)quinazolin-4-amine